4-((1-(4-(2-(2-aminopyridin-3-yl)-5-(1-cyclopropyl-1H-pyrazol-4-yl)-3H-imidazo[4,5-b]pyridin-3-yl)benzyl)piperidin-4-yl)amino)pyrimidine-2-carbonitrile NC1=NC=CC=C1C1=NC=2C(=NC(=CC2)C=2C=NN(C2)C2CC2)N1C1=CC=C(CN2CCC(CC2)NC2=NC(=NC=C2)C#N)C=C1